OC(CCCCCCCCCCC(=O)[O-])CCC(CCC)O 12,15-dihydroxystearate